2-(2'-chloro-2-methyl-3'-(1,4-dioxa-8-azaspiro[4.5]dec-8-yl)biphenyl-3-yl)-5-(hydroxymethyl)benzo[d]oxazole-7-carbonitrile ClC1=C(C=CC=C1N1CCC2(OCCO2)CC1)C1=C(C(=CC=C1)C=1OC2=C(N1)C=C(C=C2C#N)CO)C